3-(2-amino-[1,2,4]triazolo[1,5-a]pyridin-7-yl)-6-(5-fluoro-2-(trifluoromethoxy)benzyl)-7,8-dihydro-1,6-naphthyridin-5(6H)-one NC1=NN2C(C=C(C=C2)C=2C=NC=3CCN(C(C3C2)=O)CC2=C(C=CC(=C2)F)OC(F)(F)F)=N1